N1(CCC2=NC=CC=C21)C=2C1=C(N=CN2)SC(=N1)C(=O)NC1CCOCC1 7-(2,3-dihydro-1H-pyrrolo[3,2-b]pyridin-1-yl)-N-(tetrahydro-2H-pyran-4-yl)[1,3]thiazolo[5,4-d]pyrimidine-2-carboxamide